CC1(C(CCCC1)(NC=1C=CC=C2C=CC=NC12)C)NC=1C=CC=C2C=CC=NC12 Dimethyl-N,N'-bis(8-quinolyl)cyclohexane-1,2-diamine